methyl 4-(tert-butylamino)-5-chloro-2-naphthoate C(C)(C)(C)NC1=CC(=CC2=CC=CC(=C12)Cl)C(=O)OC